NC1=NC=C(C=C1C(=O)N[C@@H]1[C@H](CCC1)OCC1=CC=C(C=C1)C=1C=C2C(CN(C2=CC1)C1CCN(CC1)CCO)(C)C)C=1C=NN(C1)C 2-amino-N-{(1S,2S)-2-[(4-{1-[1-(2-hydroxyethyl)piperidin-4-yl]-3,3-dimethyl-2,3-dihydro-1H-indol-5-yl}phenyl)methoxy]cyclopentyl}-5-(1-methyl-1H-pyrazol-4-yl)pyridine-3-carboxamide